OC=1NC2=CC=C(C=C2C1C1=NC=C(C=C1)CN1CCOCC1)C#N 2-hydroxy-3-(5-(morpholinomethyl)pyridin-2-yl)-1H-indole-5-carbonitrile